3-[[4-hydroxy-1-[(3R,4R)-1-[(2-methylpyrimidin-4-yl)methyl]-3-phenyl-piperidine-4-carbonyl]-4-piperidinyl]methyl]-7-(4-methoxyphenyl)pyrrolo[2,3-d]pyrimidin-4-one OC1(CCN(CC1)C(=O)[C@H]1[C@@H](CN(CC1)CC1=NC(=NC=C1)C)C1=CC=CC=C1)CN1C=NC2=C(C1=O)C=CN2C2=CC=C(C=C2)OC